COC1=C(C=CC(=C1)NC(=O)C1(CCCC1)C1=CC=CC=C1)NC(C1=C(C(=CC=C1)Br)F)=O N-(2-methoxy-4-(1-phenylcyclopentane-1-carboxamido)phenyl)-2-fluoro-3-bromobenzamide